1-(t-butyl) 2-ethyl 2-(3-((t-butyldimethylsilyl)oxy)propyl)-3-methylenepyrrolidin-1,2-dicarboxylate [Si](C)(C)(C(C)(C)C)OCCCC1(N(CCC1=C)C(=O)OC(C)(C)C)C(=O)OCC